IC=1C=C(C=CC1OC)C=1C(=CC=CC1)C(=O)OCC ethyl 3'-iodo-4'-methoxy-[1,1'-biphenyl]-2-carboxylate